benzyl 1-methyl-10-oxo-1,4,9-triazaspiro[5.6]dodecane-4-carboxylate CN1CCN(CC12CCNC(CC2)=O)C(=O)OCC2=CC=CC=C2